1H-indazole-1-carboxylate (tert-butyl-5-bromo-3-(4-carbamoylpiperidine-1-carbonyl) 1H-indole-1-carboxylate) C(C)(C)(C)C=1N(C2=CC=C(C=C2C1C(=O)N1CCC(CC1)C(N)=O)Br)C(=O)O.N1(N=CC2=CC=CC=C12)C(=O)O